C1CNCCC2=C1C=CC(=C2)C2C(C2)C(=O)OCC ethyl 2-(2,3,4,5-tetrahydro-1H-benzo[d]azepin-7-yl)cyclopropanecarboxylate